1,1,1,2,2,3,3,4,4,5,5,6,6,12,12,13,13,14,14,15,15,16,16,17,17,17-hexacosafluoroheptadecan-9-yl 6-bromohexanoate BrCCCCCC(=O)OC(CCC(C(C(C(C(C(F)(F)F)(F)F)(F)F)(F)F)(F)F)(F)F)CCC(C(C(C(C(C(F)(F)F)(F)F)(F)F)(F)F)(F)F)(F)F